[SiH3]O silanemonool